C1(=CC=C(C=C1)C(=O)NC=1C(=C(C(=O)O)C=CC1)O)C(=O)NC=1C(=C(C(=O)O)C=CC1)O 4'-[1,4-phenylenebis-(carbonylimino)]bis(2-hydroxybenzoic acid)